6-methyl-4-(1-methyl-2-oxo-5-phenoxy-1,2-dihydropyridin-4-yl)-1,6-dihydro-7H-pyrrolo[2,3-c]pyridin-7-one CN1C(C2=C(C(=C1)C1=CC(N(C=C1OC1=CC=CC=C1)C)=O)C=CN2)=O